C(C)(C)(C)C1=[N+](C=CC(=C1F)C=1CCN(CC1)C(=O)OC(C)(C)C)CC1=CC=CC=C1 tert-butyl-1-benzyl-1'-(tert-butoxycarbonyl)-3-fluoro-3',6'-dihydro-2'H-[4,4'-bipyridin]-1-ium